ClC=1C=C(C=C(C1)F)[C@@H]1C[C@@H](C=2N1N=C(N2)S(=O)(=O)[C@@H]2[C@H](C2)F)F (5s,7s)-5-(3-chloro-5-fluoro-phenyl)-7-fluoro-2-[(1s,2s)-2-fluorocyclopropyl]sulfonyl-6,7-dihydro-5H-pyrrolo[1,2-b][1,2,4]triazole